4-(5-{5-[5-Fluoro-6-(2-methoxyethoxy)-1H-indazol-3-yl]-1,2-oxazol-3-yl}pyridin-2-yl)-1λ4-thiomorpholin-1-one FC=1C=C2C(=NNC2=CC1OCCOC)C1=CC(=NO1)C=1C=CC(=NC1)N1CCS(CC1)=O